C12(CC3CC(CC(C1)C3)C2)NCCCCCCCOC2=C3CN(CC3=C(C=C2)F)C2C(NC(CC2)=O)=O 4-((7-((adamantan-1-yl)amino)heptyl)oxy)-2-(2,6-dioxopiperidin-3-yl)-7-fluoroisoindoline